3-(Piperazin-1-ylmethyl)benzyl (1-hydroxy-7-methyl-1,3-dihydrobenzo[c][1,2]oxaborole-6-carbonyl)-L-valinate OB1OCC2=C1C(=C(C=C2)C(=O)N[C@@H](C(C)C)C(=O)OCC2=CC(=CC=C2)CN2CCNCC2)C